FC1(CCN(CCC1)C1=C(C(=O)NC23CC(C2)(C3)C(=O)O)C(=C(C=N1)C=1C=NN(C1)C)C)F 3-(2-(4,4-difluoroazepan-1-yl)-4-methyl-5-(1-methyl-1H-pyrazol-4-yl)nicotinamido)bicyclo[1.1.1]pentane-1-carboxylic acid